BrC=1C=CC=2N(C3=CC=CC=C3C2C1)CC1OC1 3-bromo-9-(oxiran-2-ylmethyl)-9H-carbazole